FC1=C(C2=C(CCO2)C=C1NC1=NC(=CC(=N1)NC)C)C1=CC[C@@H](CC1)N |r| N2-[6-fluoro-7-[rac-(4R)-4-aminocyclohexen-1-yl]-2,3-dihydrobenzofuran-5-yl]-N4,6-dimethyl-pyrimidine-2,4-diamine